(N-[4-Amino-5-[3-(difluoromethoxy)benzoyl]thiazol-2-yl]-4-fluoroanilino)propanamid NC=1N=C(SC1C(C1=CC(=CC=C1)OC(F)F)=O)N(C1=CC=C(C=C1)F)C(C(=O)N)C